NC=1C=C(C=C(C1)C(F)(F)F)[C@@H](C)NC=1C2=C(N=CN1)N(C(C(=C2)C2CN(CCC2)C)=O)C 4-(((R)-1-(3-Amino-5-(trifluoromethyl)phenyl)ethyl)amino)-8-methyl-6-(1-methylpiperidin-3-yl)pyrido[2,3-d]pyrimidin-7(8H)-one